octadec-9,12-dien-1-yl-4-((4-aminobutyl)(3-hydroxypropyl)amino)butyrate C(CCCCCCCC=CCC=CCCCCC)OC(CCCN(CCCO)CCCCN)=O